2-{[4-(3-{[6-(trifluoromethyl)pyridin-3-yl]oxy}pyrazin-2-yl)piperidin-1-yl]methyl}prop-2-enoic acid FC(C1=CC=C(C=N1)OC=1C(=NC=CN1)C1CCN(CC1)CC(C(=O)O)=C)(F)F